C(N)(=O)C1=C(C(=NN1)C1CC1)C(F)(F)F 5-carbamoyl-3-cyclopropyl-4-(trifluoromethyl)-1H-pyrazol